C(C)OC(=O)C1=CN(C2=NC(=C(C=C2C1=O)F)Cl)C1=NC(=NS1)C=1C=NC=CC1 7-chloro-6-fluoro-4-oxo-1-[3-(pyridin-3-yl)-1,2,4-thiadiazol-5-yl]-1,4-dihydro-1,8-naphthyridine-3-carboxylic acid ethyl ester